2,4-dichloro-6-(3-chlorophenyl)-1,3,5-triazine ClC1=NC(=NC(=N1)Cl)C1=CC(=CC=C1)Cl